BrC=1C=C(C=CC1)CCCN(C)C 3-(3-bromophenyl)-N,N-dimethyl-propan-1-amine